FC1(CC(C1)C=1SC=NN1)F 3,3-difluoro-1-(1,3,4-thiadiazol-2-yl)cyclobutane